COC(C)C1=NC(=NO1)C=1C=NC(=CC1)C#CC1=NC=CC=C1 5-(1-methoxyethyl)-3-(6-(pyridin-2-ylethynyl)pyridin-3-yl)-1,2,4-oxadiazole